N-(5-(3,5-difluorobenzyl)thiazol-2-yl)isobutyramide FC=1C=C(CC2=CN=C(S2)NC(C(C)C)=O)C=C(C1)F